(R)-3-hydroxy-4,4-dimethyldihydrofuran-2(3H)-one O[C@H]1C(OCC1(C)C)=O